(2-(benzyloxy)ethyl)-3-nitro-1H-pyrazole C(C1=CC=CC=C1)OCCN1N=C(C=C1)[N+](=O)[O-]